2-[2-[3-(trifluoromethoxy)phenyl]sulfonyl-2,6-diazaspiro[3.3]heptane-6-carbonyl]-8-oxa-2,5-diazaspiro[3.5]nonan-6-one FC(OC=1C=C(C=CC1)S(=O)(=O)N1CC2(C1)CN(C2)C(=O)N2CC1(C2)NC(COC1)=O)(F)F